(3R)-3-(1,4-dimethyl-1H-benzotriazol-5-yl)-3-{7-[(7'-hydroxy-3'H-spiro[cyclopropane-1,2'-pyrido[2,3-f][1,4]oxazepin]-4'(5'H)-yl)methyl]-1-benzothiophen-5-yl}propanoic acid CN1N=NC2=C1C=CC(=C2C)[C@H](CC(=O)O)C=2C=C(C1=C(C=CS1)C2)CN2CC1(OC3=C(C2)N=C(C=C3)O)CC1